CC([C@H](C)NC(=O)C1=NN(C(=C1NS(=O)(=O)C1=CC=C(C=C1)C)C1CCC(CC1)OC)C)(C)C N-((S)-3,3-dimethylbutan-2-yl)-5-((1s,4R)-4-methoxycyclohexyl)-1-methyl-4-((4-methylphenyl)sulfonamido)-1H-pyrazole-3-carboxamide